(2S)-1-tert-butoxycarbonyl-4,4-dimethyl-pyrrolidine-2-carboxylic acid C(C)(C)(C)OC(=O)N1[C@@H](CC(C1)(C)C)C(=O)O